butylgermaniumthiol C(CCC)[GeH3+]S